(R)-N-(7-(4-amino-1-(piperidin-3-yl)-1H-pyrazolo[3,4-d]pyrimidin-3-yl)benzo[d][1,3]dioxol-4-yl)-2-chlorobenzamide NC1=C2C(=NC=N1)N(N=C2C2=CC=C(C1=C2OCO1)NC(C1=C(C=CC=C1)Cl)=O)[C@H]1CNCCC1